C1(CC1)C=1C(=C(C=CC1)SC1=C(N=C(N=N1)C)C1=NOCC(N1)CC1=C(C=C(C=C1)C)C)F 3-{6-[(3-cyclopropyl-2-fluorophenyl)sulfanyl]-3-methyl-1,2,4-triazin-5-yl}-5-(2,4-dimethylbenzyl)-5,6-dihydro-4H-1,2,4-oxadiazine